tert-butyl ((3R,4R)-1-(4-(3-bromo-5-fluoro-2-methoxyphenyl)pyridin-2-yl)-4-hydroxypiperidin-3-yl)carbamate BrC=1C(=C(C=C(C1)F)C1=CC(=NC=C1)N1C[C@H]([C@@H](CC1)O)NC(OC(C)(C)C)=O)OC